O1COC2=C1C=CC(=C2)CC2(C(CCC2)=O)C(=O)OCC ethyl 1-(1,3-benzodioxol-5-ylmethyl)-2-oxocyclopentanecarboxylate